4-fluoro-N-(2-fluoro-3-(3-morpholinoquinoxaline-6-carbonyl)phenyl)benzamide FC1=CC=C(C(=O)NC2=C(C(=CC=C2)C(=O)C=2C=C3N=C(C=NC3=CC2)N2CCOCC2)F)C=C1